NC1=NC=CC(=C1Cl)N1C(NC2=NC(=CN=C2C1=O)N1CCC2(CC1)[C@@H](C=1C(=NC=CC1)C2)N)=O (S)-3-(2-amino-3-chloropyridin-4-yl)-7-(5-amino-5,7-dihydrospiro[cyclopenta[b]pyridine-6,4'-piperidin]-1'-yl)pteridine-2,4(1H,3H)-dione